Methyl(2-{[4-(1-Naphthylamino)-4-Oxobutanoyl]Amino}Ethyl)Dithiocarbamate CSC(NCCNC(CCC(=O)NC1=CC=CC2=CC=CC=C12)=O)=S